3-[(3-Cyclopropyl-2-fluorophenyl)sulfonyl]-N-[2-(2,4-dimethylphenyl)-2,2-difluoroethyl]quinoline-4-carboxamide C1(CC1)C=1C(=C(C=CC1)S(=O)(=O)C=1C=NC2=CC=CC=C2C1C(=O)NCC(F)(F)C1=C(C=C(C=C1)C)C)F